2-ethylbutyl (3S,4aS,6S,8aR)-6-fluoro-6-[2-(1H-1,2,3,4-tetrazol-5-yl)ethyl]-decahydroisoquinoline-3-carboxylate F[C@]1(C[C@@H]2C[C@H](NC[C@@H]2CC1)C(=O)OCC(CC)CC)CCC1=NN=NN1